CS(=O)(=O)C=1C=C(C=CC1)CC1CC2(CN(C2)C(=O)N2C[C@H](CC2)N2N=NN=C2)C1 [6-[(3-Methylsulfonylphenyl)methyl]-2-azaspiro[3.3]heptan-2-yl]-[(3S)-3-(tetrazol-1-yl)pyrrolidin-1-yl]methanone